1,2-dimethyl-5-(tetramethyl-1,3,2-dioxaborolan-2-yl)-1H-1,3-benzodiazole CN1C(=NC2=C1C=CC(=C2)B2OC(C(O2)(C)C)(C)C)C